2'-fluoroacetanilide FC1=C(NC(C)=O)C=CC=C1